[BH4-].C(CCC)N1C[NH+](CC1)C 3-butyl-1-methylimidazolinium borohydride